8-methyl-2-((piperidin-4-ylthio)methyl)quinazolin-4(3H)-one trifluoroacetate FC(C(=O)O)(F)F.CC=1C=CC=C2C(NC(=NC12)CSC1CCNCC1)=O